(oxybis(methylene))dicyclohexane O(CC1CCCCC1)CC1CCCCC1